BROMO-QUINOXALINONE BrC=1C(NC2=CC=CC=C2N1)=O